CN1N=CN=C1C=1C=C(C=CC1)C1=C2C=C(N=CC2=C(N=C1)NC)NC(=O)C1CC1 N-(5-(3-(1-methyl-1H-1,2,4-triazol-5-yl)phenyl)-8-(methylamino)-2,7-naphthyridin-3-yl)cyclopropanecarboxamide